3-methyl-5-phenyl-1,3-oxazolidine-2,4-dione CN1C(OC(C1=O)C1=CC=CC=C1)=O